C(#N)C=1C=NN2C1C(=CC(=C2)C=2C=NN(C2)C)C=2C=CC(=NC2)N2C[C@@H]1C([C@@H]1C2)NC(=O)NC2=CC=CC=C2 1-((1R,5S,6r)-3-(5-(3-cyano-6-(1-methyl-1H-pyrazol-4-yl)pyrazolo[1,5-a]pyridin-4-yl)pyridin-2-yl)-3-azabicyclo[3.1.0]hexan-6-yl)-3-phenylurea